1-(4-chloro-5-fluoro-2-methoxy-phenyl)-3-[(1S)-1-(2-pyrimidin-2-yl-1,2,4-triazol-3-yl)ethyl]urea ClC1=CC(=C(C=C1F)NC(=O)N[C@@H](C)C=1N(N=CN1)C1=NC=CC=N1)OC